(S)-N-(4-amino-1-(3-(methylsulfonamido)phenyl)-4-oxobutyl)-7-bromo-5-(4-(trifluoromethyl)phenyl)-3,4-dihydroisoquinoline-2(1H)-carboxamide NC(CC[C@@H](C1=CC(=CC=C1)NS(=O)(=O)C)NC(=O)N1CC2=CC(=CC(=C2CC1)C1=CC=C(C=C1)C(F)(F)F)Br)=O